tert-Butyl 5-methyl-4-oxo-3,4,5,6-tetrahydropyrido[4',3':4,5]thieno[2,3-d]pyrimidine-7(8H)-carboxylate CC1CN(CC2=C1C1=C(N=CNC1=O)S2)C(=O)OC(C)(C)C